N1CCCC(C1)C(=O)N piperidin-5-carboxamide